N-[(1S)-1-(dicyclopropylmethyl)-2-[[1-[(6-fluoro-2-oxo-1H-pyridin-3-yl)methyl]pyrazol-4-yl]amino]-2-oxo-ethyl]-2-isopropyl-pyrazole-3-carboxamide C1(CC1)C([C@@H](C(=O)NC=1C=NN(C1)CC=1C(NC(=CC1)F)=O)NC(=O)C=1N(N=CC1)C(C)C)C1CC1